(3β)-17-(pyridin-3-yl)androsta-5,16-dien-3-ol N1=CC(=CC=C1)C=1[C@]2(C)[C@@H](CC1)[C@@H]1CC=C3C[C@H](CC[C@]3(C)[C@H]1CC2)O